C(CCC)C1=CC=C(C=C1)NC1N(C(=NC(=N1)N)N1CCOCC1)C1=CC=C(C=C1)C N-(4-Butylphenyl)-6-morpholin-4-yl-N1-p-tolyl-[1,3,5]triazine-2,4-diamine